FC1=CC=C(C=N1)NC1=NC(=NC(=N1)C1=NC(=CC=C1)C(F)(F)F)NCC(C)(O)C (4-(6-fluoropyridin-3-ylamino)-6-(6-(trifluoromethyl)pyridin-2-yl)-1,3,5-triazin-2-ylamino)-2-methylpropan-2-ol